tris-(4-methoxyphenyl)phosphonium 2-(3-benzoylphenyl)propionate C(C1=CC=CC=C1)(=O)C=1C=C(C=CC1)C(C(=O)[O-])C.COC1=CC=C(C=C1)[PH+](C1=CC=C(C=C1)OC)C1=CC=C(C=C1)OC